FC=1C=C(C#N)C=C(C1)NC1=C(C=CC=C1)OC 3-Fluoro-5-((2-methoxyphenyl)amino)benzonitrile